5-((S)-1-((1,3-dioxoisoindolin-2-yl)methyl)-8-(((S)-1-(thiazole-5-carbonyl)pyrrolidin-3-yl)oxy)-3,4-dihydroisoquinolin-2(1H)-yl)-N-methyl-5-oxopentanoamide O=C1N(C(C2=CC=CC=C12)=O)C[C@H]1N(CCC2=CC=CC(=C12)O[C@@H]1CN(CC1)C(=O)C1=CN=CS1)C(CCCC(=O)NC)=O